N-(3-(2-(difluoromethoxy)-5-(difluoromethyl)phenyl)-1-(2-(dimethylamino)-2-oxoethyl)-1H-pyrazol-4-yl)pyrazolo[1,5-a]pyrimidine-3-carboxamide FC(OC1=C(C=C(C=C1)C(F)F)C1=NN(C=C1NC(=O)C=1C=NN2C1N=CC=C2)CC(=O)N(C)C)F